C=C[C@@]12CC(C[C@H]1[C@@H]1CC=C3C[C@H](CC[C@]3(C)[C@H]1CC2)O)=O methylene-16-oxo-androsta-5-en-3beta-ol